di-tert-butyl 3,3'-(((2R,3R,4S,5R,6R)-2-((3-(tert-butoxy)-3-oxopropoxy)methyl)-5-fluoro-6-(12-methoxy-12-oxododecanamido)tetrahydro-2H-pyran-3,4-diyl)bis(oxy))dipropionate C(C)(C)(C)OC(CCOC[C@H]1O[C@H]([C@@H]([C@H]([C@@H]1OCCC(=O)OC(C)(C)C)OCCC(=O)OC(C)(C)C)F)NC(CCCCCCCCCCC(=O)OC)=O)=O